BrC=1C=C(C=CC1NCC1=CC=C(C=C1)C(F)(F)F)S(=O)(=O)NCC 3-bromo-N-ethyl-4-[[4-(trifluoromethyl)phenyl]methylamino]benzenesulfonamide